7-methoxy-2-methylene-5-oxo-2,3,5,10,11,11a-hexahydro-1H-benzo[e]pyrrolo[1,2-a][1,4]diazepin-11-sulfonic acid sodium salt [Na+].COC1=CC2=C(NC(C3N(C2=O)CC(C3)=C)S(=O)(=O)[O-])C=C1